ClC=1C=NN(C(C1Cl)=O)CC(=O)NC1=CC(=C(C=C1)C)S(NCC1=NC=CC(=C1)C)(=O)=O 2-(4,5-dichloro-6-oxopyridazin-1(6H)-yl)-N-(4-methyl-3-(N-((4-methylpyridin-2-yl)methyl)sulfamoyl)phenyl)acetamide